COCCN1C=[N+](C2=C1C(C1=CC=CC=C1C2=NO)=O)C (E)- or (Z)-1-(2-methoxyethyl)-4-(hydroxyimino)-3-Methyl-9-oxo-4,9-dihydro-1H-naphtho[2,3-d]imidazole-3-ium